2-(dibenzo[b,d]thiophen-2-yloxy)ethan-1-ol C1=C(C=CC=2SC3=C(C21)C=CC=C3)OCCO